5-Fluoro-6-(2-methoxyethoxy)-3-(3-{4-[3-(morpholin-4-yl)azetidine-1-carbonyl]-1,3-thiazol-2-yl}-1,2-oxazol-5-yl)-1H-indazole FC=1C=C2C(=NNC2=CC1OCCOC)C1=CC(=NO1)C=1SC=C(N1)C(=O)N1CC(C1)N1CCOCC1